3-{5-[(3S,4S)-4-amino-3-methyl-2-oxa-8-azaspiro[4.5]dec-8-yl]-6-(hydroxymethyl)-3-methylpyrazin-2-yl}-2-chlorobenzonitrile N[C@@H]1[C@@H](OCC12CCN(CC2)C=2N=C(C(=NC2CO)C=2C(=C(C#N)C=CC2)Cl)C)C